Methyl(5-(4-fluoro-3-((4-oxo-3,4-dihydrophthalazin-1-yl)methyl)phenyl)-1H-benzoimidazol-2-yl)carbamat COC(NC1=NC2=C(N1)C=CC(=C2)C2=CC(=C(C=C2)F)CC2=NNC(C1=CC=CC=C21)=O)=O